L-1,3,5-tris(4-carboxyphenyl)benzene C(=O)(O)C1=CC=C(C=C1)C1=CC(=CC(=C1)C1=CC=C(C=C1)C(=O)O)C1=CC=C(C=C1)C(=O)O